C(#N)C1=CC2=C(C(=NO2)C2=C(C=CC=C2)[C@H](CC2=NC=CC=C2)NC(OC(C)(C)C)=O)C=C1 tert-Butyl (S)-{1-[2-(6-cyanobenzo[d]isoxazol-3-yl)phenyl]-2-(pyridine-2-yl)ethyl}carbamate